COC=1C(=CC2=CN(N=C2C1)C1CCC(CC1)CO)C(=O)N 6-methoxy-2-[(1r,4r)-4-(hydroxymethyl)cyclohexyl]indazole-5-carboxamide